(2-Aminopyridin-4-yl)-8-isobutoxy-N-(1-(methylsulfonyl)piperidin-4-yl)-[1,2,4]triazolo[1,5-a]pyridin-2-amine NC1=NC=CC(=C1)C1=CC=C(C=2N1N=C(N2)NC2CCN(CC2)S(=O)(=O)C)OCC(C)C